(R)-8-(3-Cyclohexyl-1-methyl-1H-pyrazol-5-yl)-9-oxooctahydro-2H-pyrazino[1,2-a]pyrazin C1(CCCCC1)C1=NN(C(=C1)N1C([C@@H]2N(CCNC2)CC1)=O)C